[N+](=O)([O-])C1=C(C=CC(=C1)C(F)(F)F)N1C(COCC1)=O 4-(2-nitro-4-trifluoromethylphenyl)-3-morpholinone